(1-isopropyl-1H-pyrazol-3-yl)-1H-imidazol C(C)(C)N1N=C(C=C1)N1C=NC=C1